CO[C@H](CO)C (S)-2-methoxypropan-1-ol